C[C@H]1N(CCOC1)C=1N=C2N(C(C1)=O)CC[C@H](N2CC=2N=COC2)C(F)(F)F (S)-2-((R)-3-Methyl-morpholin-4-yl)-9-oxazol-4-ylmethyl-8-trifluoromethyl-6,7,8,9-tetrahydro-pyrimido[1,2-a]-pyrimidin-4-one